(2E,9S)-9,10-dihydroxy-2-decenoic acid O[C@@H](CCCCC/C=C/C(=O)O)CO